BrC=1C=C(C=CC1)CCO 2-(3-bromophenyl)ethanol